(((2R,3S,4R,5R)-3,4-dihydroxy-5-(4-(methoxyimino)-3H-pyrrolo[2,3-d]pyrimidin-7(4H)-yl)-3-methyltetrahydrofuran-2-yl)methoxy)quinolin-2(1H)-one O-methyl oxime CON=C1N(C2=CC=CC=C2C=C1)OC[C@H]1O[C@H]([C@@H]([C@]1(C)O)O)N1C=CC2=C1N=CNC2=NOC